7-chloro-1-methyl-4-[4-methyl-4-(5-methyl-1,3-benzooxazol-2-yl)piperidin-1-yl]-2-oxo-1,2-dihydroquinoline-3-carbonitrile ClC1=CC=C2C(=C(C(N(C2=C1)C)=O)C#N)N1CCC(CC1)(C=1OC2=C(N1)C=C(C=C2)C)C